(±)-N-(3,4-dichlorophenyl)-1-oxo-2,5,6,7,8,9-hexahydro-1H-5,8-epiminocyclohepta[c]pyridine-10-carboxamide ClC=1C=C(C=CC1Cl)NC(=O)N1C2CCC1CC=1C(NC=CC12)=O